O=C1NC(CCC1N1C(N(C2=C1C=CC=C2C#CCOCCCN(C(OC(C)(C)C)=O)C)C)=O)=O 1-Tert-butyl N-[3-[[1-(2,6-dioxo-3-piperidyl)-3-methyl-2-oxo-benzimidazol-4-yl]prop-2-ynoxy]propyl]-N-methyl-carbamate